C1(CC1)N([C@@H]1CC[C@H](CC1)NC(OC(C)(C)C)=O)C1=CC=CC=C1 trans-tert-Butyl (4-(cyclopropyl(phenyl)amino)cyclohexyl)carbamate